(R)-2-((4-fluorophenyl)amino)-2-oxo-1-phenylethyl 6-(1-(1-acetylpiperidin-4-yl)-1H-pyrazol-4-yl)-3-aminopyrazine-2-carboxylate C(C)(=O)N1CCC(CC1)N1N=CC(=C1)C1=CN=C(C(=N1)C(=O)O[C@@H](C(=O)NC1=CC=C(C=C1)F)C1=CC=CC=C1)N